4-aminocyclohexaneN NC1CC=CCC1